ClC1=CC=C(CSC=2OC(C3=C(N2)C(=CC=C3)OC)=O)C=C1 2-((4-chlorobenzyl)thio)-8-methoxy-4H-benzo[d][1,3]oxazin-4-one